(2RS)-2-(5-fluoro-2-hydroxy-phenyl)-2-[1-oxo-6-[2-(3-pyridinyl)ethynyl]isoindolin-2-yl]-N-thiazol-2-yl-acetamide FC=1C=CC(=C(C1)[C@H](C(=O)NC=1SC=CN1)N1C(C2=CC(=CC=C2C1)C#CC=1C=NC=CC1)=O)O |r|